BrC1=CC=CC(=N1)CO (6-bromo-2-pyridyl)methanol